C(C)(C)(C)OOC(C1=CC=CC=C1)=O t-butylperoxybenzoate